CC=1C=C(C=C(C1O)C)C1(CCCCC1)C1=CC(=C(C(=C1)C)O)C 1,1-Bis-(3,5-dimethyl-4-hydroxyphenyl)-cyclohexan